ClC1=C(C=CC(=C1)C1=NC(=CN=C1)C)C1=CC2=C(N=C(N=C2)NCCC2CCN(CC2)C)N(C1=O)CC 6-[2-chloro-4-(6-methyl-2-pyrazinyl)phenyl]-8-ethyl-2-[[2-(1-methyl-4-piperidinyl)ethyl]amino]-pyrido[2,3-d]pyrimidin-7(8H)-one